C(C1=CC=CC=C1)N1C2CN(C(C1CC2)CO)C(=O)OC(C)(C)C tert-butyl 8-benzyl-4-(hydroxymethyl)-3,8-diazabicyclo[3.2.1]octane-3-carboxylate